(S,Z)-Methyl 3-(((4-((2-(3-(dimethylamino)pyrrolidin-1-yl)ethoxy)carbamoyl)phenyl)amino)(phenyl)methylene)-5-methyl-2-oxoindoline-6-carboxylate CN([C@@H]1CN(CC1)CCONC(=O)C1=CC=C(C=C1)N\C(=C\1/C(NC2=CC(=C(C=C12)C)C(=O)OC)=O)\C1=CC=CC=C1)C